2-(trans-4-(((trans-4-(3-Cyano-4-methoxyphenyl)cyclohexyl)methyl)(3-(1-cyclopropyl-1H-pyrazol-4-yl)phenyl)carbamoyl)-cyclohexyl)acetic acid C(#N)C=1C=C(C=CC1OC)[C@@H]1CC[C@H](CC1)CN(C(=O)[C@@H]1CC[C@H](CC1)CC(=O)O)C1=CC(=CC=C1)C=1C=NN(C1)C1CC1